5-((4-(4-((3r,5r,7r)-adamantan-1-yl)benzyl)piperazin-1-yl)methyl)-2-(2,4-dioxotetrahydropyrimidine-1(2H)-yl)isoindoline-1,3-dione C12(CC3CC(CC(C1)C3)C2)C2=CC=C(CN3CCN(CC3)CC=3C=C1C(N(C(C1=CC3)=O)N3C(NC(CC3)=O)=O)=O)C=C2